CC(COC(=O)[O])C 2-methyl-propoxycarbonyl-oxygen